4-(4-hydroxyphenyl)pentan-2-one OC1=CC=C(C=C1)C(CC(C)=O)C